C(/C1=CC=CC=C1)=N\N1C([C@H]2CC3=C(NC=4C=CC=CC34)[C@H](N2C(C1)=O)C)=O (6R,12aR)-2-((E)-benzylideneamino)-6-methyl-2,3,12,12a-tetrahydropyrazino[1',2':1,6]pyrido[3,4-b]indole-1,4(6H,7H)-dione